(S)-8-(4-amino-1-methyl-6-carbonyl-1,6-dihydropyrimidin-2-yl)-3-methyl-2-oxa-8-azaspiro[4.5]decan-4-one NC=1N=C(N(C(C1)=C=O)C)N1CCC2(C([C@@H](OC2)C)=O)CC1